2-chloro-6-(4-pyridyl)pyrazine ClC1=NC(=CN=C1)C1=CC=NC=C1